tert-Butyl 3-(5-fluoropyridin-2-yl)-3-hydroxyazetidine-1-carboxylate FC=1C=CC(=NC1)C1(CN(C1)C(=O)OC(C)(C)C)O